BrC=1C=C(C=CC1)C1NCCC(C1)C1=NC2=CC=CC=C2C=N1 2-(3-bromophenyl)-4-piperidyl-quinazoline